3-[[4-(4-bromophenyl)cyclohexyl]amino]propanenitrile BrC1=CC=C(C=C1)C1CCC(CC1)NCCC#N